7-[4-(4-Benzo[b]thiophen-4-ylpiperazin-1-yl)butoxy]-1-methoxymethyl-1H-quinolin-2-one S1C2=C(C=C1)C(=CC=C2)N2CCN(CC2)CCCCOC2=CC=C1C=CC(N(C1=C2)COC)=O